C(C)(=O)N1CCN(CC1)C=1C=CC(=C(C1)CC(=O)NC(C1=CC=CC=C1)C1=C(C=C(C=C1)C)N1CCCC1)C 2-[5-(4-acetylpiperazin-1-yl)-2-methylphenyl]-N-{[4-methyl-2-(pyrrolidin-1-yl)phenyl](phenyl)methyl}acetamide